7-Methyl-1-(3-(4-(pyrimidin-2-yl)piperazine-1-carbonyl)benzyl)quinazoline-2,4(1H,3H)-dione CC1=CC=C2C(NC(N(C2=C1)CC1=CC(=CC=C1)C(=O)N1CCN(CC1)C1=NC=CC=N1)=O)=O